COC(=O)C1=NN(C=C1)C\C(=C\F)\CN1C(C2=CC=CC=C2C1=O)=O.COC1=NC(=NC(=N1)OC)[N+]1(CCOCC1)C 4-(4,6-dimethoxy[1,3,5]triazin-2-yl)-4-methyl-morpholinium Methyl-(E)-1-(2-((1,3-dioxoisoindolin-2-yl)methyl)-3-fluoroallyl)-1H-pyrazole-3-carboxylate